[Mn+2].CN1CCCN2CCNCCCN(CC1)CC2 12-methyl-1,5,8,12-tetraazabicyclo[6.6.2]hexadecane Manganese(II)